C(CCCCCCC)SCC(CNC1=CC=CC=C1)O 1-(octyl-thio)-3-(phenylamino)-2-propanol